6-((2-(pyrrolidin-1-yl)phenyl)amino)pyrimidine N1(CCCC1)C1=C(C=CC=C1)NC1=CC=NC=N1